(S)-N-(1-(5-fluoro-3-methylbenzofuran-2-yl)-2-methylpropyl)-6-(methylsulfonyl)-1H-benzo[d]imidazol-2-amine FC=1C=CC2=C(C(=C(O2)[C@H](C(C)C)NC2=NC3=C(N2)C=C(C=C3)S(=O)(=O)C)C)C1